BrC1=CN=C(S1)[C@@H](C)N[S@@](=O)C(C)(C)C (S)-N-[(1R)-1-(5-bromothiazol-2-yl)ethyl]-2-methylpropane-2-sulfinamide